N-hexylpyrrolium methanesulfonate CS(=O)(=O)[O-].C(CCCCC)[NH+]1C=CC=C1